(R)-2-amino-5-(2-((6-amino-9H-purin-9-yl)methyl)-3,4-dichlorophenoxy)pentanamid N[C@@H](C(=O)N)CCCOC1=C(C(=C(C=C1)Cl)Cl)CN1C2=NC=NC(=C2N=C1)N